N-t-butyl-Sulfenamide C(C)(C)(C)NS